[Na].SCCC 3-mercapto-propane sodium